ClC1=NC(=CC2=C1CC(C2)CO)OCC2(CC2)NC(OC(C)(C)C)=O tert-butyl N-[1-[[1-chloro-6-(hydroxymethyl)-6,7-dihydro-5H-cyclopenta[c]pyridin-3-yl]oxymethyl]cyclopropyl]carbamate